N-(6-methoxy-2-methyl-1,2,3,4-tetrahydroisoquinolin-7-yl)formamide COC=1C=C2CCN(CC2=CC1NC=O)C